C(CC(=O)C)(=O)OC(C\C=C\CC)=O trans-3-hexenoyl acetoacetate